N(=[N+]=[N-])C1CC[C@H](OC1O)CN(C(OCC1=CC=CC=C1)=O)CC1=CC=CC=C1 benzyl N-[[(2S)-5-azido-6-hydroxy-tetrahydropyran-2-yl]methyl]-N-benzyl-carbamate